IC1=CC=C(C=C1)C(C(=O)O)CC (p-iodophenyl)butanoic acid